ethyl salicylate phenyl-carbonate C1(=CC=CC=C1)OC(O)=O.C(C=1C(O)=CC=CC1)(=O)OCC